1-methanesulfonyl-4-(iodomethyl)benzene CS(=O)(=O)C1=CC=C(C=C1)CI